C(C)(C)(C)OC(=O)N1CC2=C(CC1C)N(N=C2C(=O)O)COCC[Si](C)(C)C 5-(tert-butoxycarbonyl)-6-methyl-1-((2-(trimethylsilyl)ethoxy)methyl)-4,5,6,7-tetrahydro-1H-pyrazolo[4,3-c]pyridine-3-carboxylic acid